FC1(CC(CC1)CN1N=C(C(=C1C(=O)NC1=CC(=NC=C1)C(=O)N)C)C(C)(F)F)F 4-(1-((3,3-difluorocyclopentyl)methyl)-3-(1,1-difluoroethyl)-4-methyl-1H-pyrazole-5-carboxamido)picolinamide